C1(CC1)C=1C(=CC(N2[C@@H](CSC12)C1=NN=NN1)=O)CC1=CC=CC2=CC=CC=C12 (3R)-7-cyclopropyl-6-[(1-naphthyl)methyl]-3-(1H-1,2,3,4-tetrazol-5-yl)-1-thia-3a-aza-4-indanone